6-chloro-5-(trifluoromethyl)pyridine-2-carboxylic acid methyl ester COC(=O)C1=NC(=C(C=C1)C(F)(F)F)Cl